O[C@@H]1C=2C=CC(=CC2CC[C@@H]1[C@@H]1N2C(C3=CC=CC=C13)=CN=C2)C(=O)NC (5S,6R)-5-Hydroxy-6-((S)-5H-imidazo[5,1-a]isoindol-5-yl)-N-methyl-5,6,7,8-tetrahydronaphthalen-2-carboxamid